1,3-Phenylendiisocyanat C1(=CC(=CC=C1)N=C=O)N=C=O